C(CCC)N1C(CC=2C1=CC=1CC(N(C1C2)CCCC)=O)=O 1,5-dibutyl-5,7-dihydro-1H,3H-pyrrolo[2,3-f]indole-2,6-dione